Cl.CNC(C1=CN(C(=C1)C1=C(C(=C(C(=C1[2H])[2H])[2H])[2H])[2H])S(=O)(=O)C=1C=NC=CC1)([2H])[2H] N-methyl-1-(5-(phenyl-d5)-1-(pyridin-3-ylsulfonyl)-1H-pyrrol-3-yl)methane-d2-amine hydrochloride